C1(=CC=CC=C1)N1N=CC=2N=CNC(C21)=O 1-phenyl-6H-pyrazolo[4,3-d]pyrimidin-7-one